6'-(((1S,3S)-3-((5-Cyclopropylpyrazin-2-yl)amino)cyclopentyl)amino)-3-methoxy-2H-[1,3'-bipyridin]-2-one C1(CC1)C=1N=CC(=NC1)N[C@@H]1C[C@H](CC1)NC1=CC=C(C=N1)N1C(C(=CC=C1)OC)=O